BrC1=C(C=NN1C(C)C1=CC=CC=C1)C(=O)O 5-bromo-1-(1-phenylethyl)-1H-pyrazole-4-carboxylic acid